1-[(1R)-1-cyclopropyl-2,2,2-trifluoroethyl]-3-[[2-(2,2,2-trifluoroethoxy)pyridin-4-yl]methyl]urea C1(CC1)[C@H](C(F)(F)F)NC(=O)NCC1=CC(=NC=C1)OCC(F)(F)F